FC=1C(=C(C=CC1F)[C@@H]1[C@H](O[C@@]([C@H]1C)(C(F)(F)F)C)C(=O)NC1=CC(=NC=C1F)C(=O)N)OC 4-[[(2S,3R,4S,5S)-3-(3,4-difluoro-2-methoxy-phenyl)-4,5-dimethyl-5-(trifluoromethyl)tetrahydrofuran-2-carbonyl]amino]-5-fluoro-pyridine-2-carboxamide